1-(4-(3-fluoro-5-(trifluoromethyl)benzyl)pyridin-2-yl)-3-methoxy-1H-pyrazole-4-carboxamide FC=1C=C(CC2=CC(=NC=C2)N2N=C(C(=C2)C(=O)N)OC)C=C(C1)C(F)(F)F